trithioether S1SSO1